The molecule is a 5-[(2-cyclopropyl-7,8-dimethoxy-2H-chromen-5-yl)methyl]pyrimidine-2,4-diamine in which the chiral centre has R configuration. It has a role as an EC 1.5.1.3 (dihydrofolate reductase) inhibitor and an antibacterial drug. It is an enantiomer of a (S)-iclaprim. COC1=C(C2=C(C=C[C@H](O2)C3CC3)C(=C1)CC4=CN=C(N=C4N)N)OC